(3-(aminomethyl)tetrahydrofuran-3-yl)methanol tert-butyl-3-chloro-2-(cyanomethyl)-4,5,7,8-tetrahydropyrazolo[1,5-d][1,4]diazepine-6-carboxylate C(C)(C)(C)C1C=2N(CCN(C1)C(=O)OCC1(COCC1)CN)N=C(C2Cl)CC#N